CNC(=O)C1=NC=C(C=C1)N1[C@@H](CNCC1)C (R)-N-methyl-5-(2-methylpiperazin-1-yl)pyridinecarboxamide